C(C)OC1=CC(=C(C=C1)NC(CN1C(NC(C(=C1)F)=O)=O)=O)O N-(4-ethoxy-2-hydroxyphenyl)-2-(5-fluoro-2,4-dioxo-3,4-dihydropyrimidin-1(2H)-yl)acetamide